Ethyl (6-fluoro-5-(2-fluoro-5-((4-oxo-3,4-dihydrophthalazin-1-yl)methyl)phenyl)-1H-benzoimidazol-2-yl)carbamate FC=1C(=CC2=C(NC(=N2)NC(OCC)=O)C1)C1=C(C=CC(=C1)CC1=NNC(C2=CC=CC=C12)=O)F